(S)-3-(6-(((3R,4R)-1-(5-chloro-4-((1-(2-methoxyethyl)-2-oxoindolin-5-yl)amino)pyrimidin-2-yl)-3-methylpiperidin-4-yl)amino)-1-methyl-1H-indazol-3-yl)piperidine-2,6-dione ClC=1C(=NC(=NC1)N1C[C@H]([C@@H](CC1)NC1=CC=C2C(=NN(C2=C1)C)[C@H]1C(NC(CC1)=O)=O)C)NC=1C=C2CC(N(C2=CC1)CCOC)=O